OCC1=C(C=NC(=C1)C(F)(F)F)C(=O)N(C(C)C)C(C)C 4-(hydroxymethyl)-N,N-diisopropyl-6-(trifluoromethyl)pyridine-3-carboxamide